2,4-dimethyl-2H-thiophen-5-one CC1SC(C(=C1)C)=O